hydrazino-4-(2'-chlorophenyl)thiazole N(N)C=1SC=C(N1)C1=C(C=CC=C1)Cl